NC1=NC(=C2C(=N1)N(N=C2)CC2=CC(=C(C=C2)[N+](=O)[O-])C(F)(F)F)C2=NC=CC(=C2)C#N 2-[6-amino-1-[[4-nitro-3-(trifluoromethyl)phenyl]methyl]pyrazolo[3,4-d]pyrimidin-4-yl]pyridine-4-carbonitrile